Methylol stearate C(CCCCCCCCCCCCCCCCC)(=O)OCO